FC1=CC=C2C=CN(C(C2=C1)=O)C1=NNC(=C1)C 7-fluoro-2-(5-methyl-1H-pyrazol-3-yl)isoquinolin-1(2H)-one